FC1=C(C=C2CCC(NC2=C1)=O)NC(C1=CC=C(C=C1)NC(C=C)=O)=O N-(7-fluoro-2-oxo-1,2,3,4-tetrahydroquinolin-6-yl)-4-(prop-2-enamido)benzamide